2-(5-methoxyisochroman-1-yl)-4,5-dihydro-1H-imidazole COC1=C2CCOC(C2=CC=C1)C=1NCCN1